N-(4-trifluoromethylphenyl)methylamine FC(C1=CC=C(C=C1)NC)(F)F